FC1=CC=CC(=N1)C1=CC=C(CC=2N(C(C=3N(C2)C(=NC3)CCC)=O)C)C=C1 6-(4-(6-fluoropyridin-2-yl)benzyl)-7-methyl-3-propylimidazo[1,5-a]pyrazin-8(7H)-one